4-butyl-N-(2-(dimethylamino)-2-methylpropyl)-3-(4-fluorophenyl)-5-methyl-1-phenyl-4,5-dihydro-1H-pyrazole-5-carboxamide C(CCC)C1C(=NN(C1(C(=O)NCC(C)(C)N(C)C)C)C1=CC=CC=C1)C1=CC=C(C=C1)F